COC1=C(C=CC=C1)C=1C=NN2C1N=C(C=C2)N2C[C@H](CC2)N(C(OC(C)(C)C)=O)C (S)-tert-butyl (1-(3-(2-methoxyphenyl)pyrazolo[1,5-a]pyrimidin-5-yl)pyrrolidin-3-yl)(methyl)carbamate